6-{2-[5-(Trifluoromethyl)-1,2-oxazol-3-yl]vinyl}-2-azaspiro[3.3]heptane-2-carboxylic acid tert-butyl ester C(C)(C)(C)OC(=O)N1CC2(C1)CC(C2)C=CC2=NOC(=C2)C(F)(F)F